CC1=C(O)C(=C(C(=C1C)O)C)C 2,3,5,6-tetramethylhydroquinone